4-methyl 2-(diethoxyphosphoryl)succinate C(C)OP(=O)(OCC)C(C(=O)[O-])CC(=O)OC